BrC1=C(C(=CC(=C1)Cl)C)N1CCOCC1 4-(2-bromo-4-chloro-6-methylphenyl)morpholine